(3,4-dimethyl-5-oxo-1-phenyl-4,5-dihydro-1H-pyrazole-4-yl)-1-hydroxy-3,3-dimethylurea CC1=NN(C(C1(C)N(C(=O)N(C)C)O)=O)C1=CC=CC=C1